(3S)-3-({5-amino-1-[(4-fluoro-5-{[(1R,4R)-5-(2-hydroxyethyl)-2,5-diazabicyclo[2.2.1]heptan-2-yl]methyl}-2-methoxyphenyl)-methyl]-1H-pyrazolo[4,3-d]pyrimidin-7-yl}amino)hexan-1-ol NC=1N=C(C2=C(N1)C=NN2CC2=C(C=C(C(=C2)CN2[C@H]1CN([C@@H](C2)C1)CCO)F)OC)N[C@H](CCO)CCC